ClC=1C=CC(=C(C1)C=1C=C(C=2OCCNC2N1)C=1C=C(C=NC1)NC(=O)CCN(CC(=O)OC)C)F methyl 2-{[2-({5-[6-(5-chloro-2-fluorophenyl)-2H,3H,4H-pyrido[3,2-b][1,4]oxazin-8-yl]pyridin-3-yl}carbamoyl)ethyl](methyl)amino}acetate